N-(6-(2-chloro-5-fluorophenyl)-3-(2,2-difluoroethyl)-2-methyl-8-oxo-3,6,7,8-tetrahydroimidazo[4,5-e]isoindol-5-yl)-3-fluoro-5-(trifluoromethyl)benzamide ClC1=C(C=C(C=C1)F)C1NC(C2=C3C(=CC(=C12)NC(C1=CC(=CC(=C1)C(F)(F)F)F)=O)N(C(=N3)C)CC(F)F)=O